6-((dibenzylamino)methyl)morpholine-3-thione C(C1=CC=CC=C1)N(CC1=CC=CC=C1)CC1OCC(NC1)=S